C(CCCCCCCC=C)(=O)O 9-Decenoic acid